(R)-N2-(cyclobutylmethyl)-N4-(1-cyclopropylethyl)-8-(1,2,3,6-tetrahydropyridin-4-yl)quinazoline-2,4-diamine C1(CCC1)CNC1=NC2=C(C=CC=C2C(=N1)N[C@H](C)C1CC1)C=1CCNCC1